3-((1H-indol-3-yl)methyl)-2-methyl-N-(prop-2-yn-1-yl)-1H-indole-6-carboxamide N1C=C(C2=CC=CC=C12)CC1=C(NC2=CC(=CC=C12)C(=O)NCC#C)C